O1C(=CC=C1)C(=O)NC=1C=CC=C2C=CC=NC12 8-(2-furoylamino)quinoline